C1(CC1)N1N=NC=C1 cyclopropyl-1H-1,2,3-triazole